OC(=O)C1C2C3C4C=CC(C3C(C1)C2)C4 8-hydroxycarbonyltetracyclo[4.4.0.12,5.17,10]Dodec-3-ene